7-{1-[1-(3,4-Difluorophenyl)-1H-1,2,3-triazol-4-yl]propyl}-5-(5-fluoro-6-methoxypyridin-3-yl)-7H-pyrrolo[2,3-d]pyrimidin-4-amine FC=1C=C(C=CC1F)N1N=NC(=C1)C(CC)N1C=C(C2=C1N=CN=C2N)C=2C=NC(=C(C2)F)OC